FC(C(=O)O)(F)F.FC1=C(NC2=C(C=CC=3N2C=NC3)C(=O)N)C=CC(=C1)I 5-(2-fluoro-4-iodoanilino)imidazo[1,5-a]Pyridine-6-carboxamide trifluoroacetate salt